(2r,3s)-3-((tert-butyldimethylsilyl)oxy)-2-(2-methoxy-2-oxoethyl)pyrrolidine-1-carboxylic acid benzyl ester C(C1=CC=CC=C1)OC(=O)N1[C@@H]([C@H](CC1)O[Si](C)(C)C(C)(C)C)CC(=O)OC